C1(CC1)N1CCN(CC1)CC1=C(C=C(C=C1)NC(N)=O)C(F)(F)F 3-(4-((4-cyclopropylpiperazin-1-yl)methyl)-3-(trifluoromethyl)phenyl)urea